S1C(=NC2=C1C=CC=C2)SCC=2C=C(C=CC2OC)\C=C/C(=O)C2=CC=C(C=C2)O (Z)-3-[3-(1,3-Benzothiazol-2-ylsulfanylmethyl)-4-methoxyphenyl]-1-(4-hydroxyphenyl)prop-2-en-1-one